(R)-3-([1,1'-biphenyl]-4-yl)-2-aminopropan-1-ol hydrochloride Cl.C1(=CC=C(C=C1)C[C@H](CO)N)C1=CC=CC=C1